FC1=CC=C(C(=C1[C@H]1N([C@@H](CC2=C1NC1=CC=CC=C21)C)CCC(=O)O)C)OCCNCCCF 3-((1R,3R)-1-(6-fluoro-3-(2-((3-fluoropropyl)amino)ethoxy)-2-methylphenyl)-3-methyl-1,3,4,9-tetrahydro-2H-pyrido[3,4-b]indol-2-yl)propanoic acid